C(C)(C)(C)OC(N(C)[C@H]1C[C@@H](OC[C@@H]1OCC)C(=O)N1[C@H](C2=CC=CC=C2CC1)C1=CC=C(C=C1)F)=O ((2R,4S,5R)-5-ethoxy-2-((S)-1-(4-fluorophenyl)-1,2,3,4-tetrahydroisoquinoline-2-carbonyl)tetrahydro-2H-pyran-4-yl)(methyl)carbamic acid tert-butyl ester